C(C1=CC=CC=C1)N1CCC(=CC1)CNC1=NC=NC(=C1F)N(CC1=C(C=C(C=C1)N1N=CC=C1)F)C1CC1 N4-((1-Benzyl-1,2,3,6-tetrahydropyridin-4-yl)methyl)-N6-cyclopropyl-5-fluoro-N6-(2-fluoro-4-(1H-pyrazol-1-yl)benzyl)pyrimidine-4,6-diamine